4-((3-isopropyl-1-toluenesulfonyl-1H-pyrrolo[3,2-b]pyridin-5-yl)methyl)-3,5-dimethylphenol C(C)(C)C1=CN(C=2C1=NC(=CC2)CC2=C(C=C(C=C2C)O)C)S(=O)(=O)CC2=CC=CC=C2